5-hydroxy-N-methyl-pyridine-4-sulfonamide OC=1C(=CC=NC1)S(=O)(=O)NC